tetrabutylammonium tris(3-fluorophenyl)hexyl-borate FC=1C=C(C=CC1)C(CCCCCOB([O-])[O-])(C1=CC(=CC=C1)F)C1=CC(=CC=C1)F.C(CCC)[N+](CCCC)(CCCC)CCCC.C(CCC)[N+](CCCC)(CCCC)CCCC